COC1=C2CCC(NC2=CC=C1)=O 5-methoxy-3,4-dihydro-2(1H)-quinolinone